FC=1C(=C(C=CC1)C(C)NC=1C=NC(=NC1)C(=O)N[C@H](C)\C=C\S(=O)(=O)C)C 5-((1-(3-fluoro-2-methylphenyl)ethyl)amino)-N-((R,E)-4-(methylsulfonyl)but-3-en-2-yl)pyrimidine-2-carboxamide